SC(C(SCCS)CS)S 4-dimercaptomethyl-1,5-dimercapto-3-thiapentane